C1(CC1)N1N=NC2=C1C=C(C=C2)C#CC2=C1C=C(N=CC1=C(N=C2)NC)NC(=O)C2CC2 N-(5-((1-cyclopropyl-1H-benzo[d][1,2,3]triazol-6-yl)ethynyl)-8-(methylamino)-2,7-naphthyridin-3-yl)cyclopropanecarboxamide